FC=1C=C(C=C(C1)OCC(C)C)C1=CC=C(C(=N1)N1CCC(CC1)C)C(=O)NS(=O)(=O)C1=CC=NN1 6-(3-Fluoro-5-isobutoxyphenyl)-2-(4-methyl-1-piperidyl)-N-(1H-pyrazol-5-ylsulfonyl)pyridin-3-carboxamid